ClC1=C2C=CN(C2=CC=C1)C(C(=O)NC1(CC1)CN1CCCC1)(C)C 2-(4-chloro-1H-indol-1-yl)-2-methyl-N-(1-(pyrrolidin-1-ylmethyl)cyclopropyl)propanamide